C(C)C=1C(NC2=CC(=CC=C2C1)CN1CCN(CC1)C1=NC=C(C#N)C=C1)=O 6-(4-((3-ethyl-2-oxo-1,2-dihydroquinolin-7-yl)methyl)piperazin-1-yl)nicotinonitrile